tert-butyl-dimethyl-[[4-(trifluoromethyl)-1H-imidazol-2-yl]methoxy]silane C(C)(C)(C)[Si](OCC=1NC=C(N1)C(F)(F)F)(C)C